FC(C1=CC=C(C=C1)N1C2=C(OC(C1)CN)C=CC=C2)(F)F (4-(4-(trifluoromethyl)phenyl)-3,4-dihydro-2H-benzo[b][1,4]oxazin-2-yl)methanamine